NC1=C2C(=NC=N1)N(N=C2C2=CC=C(C=C2)OC2=CC=CC=C2)C2CCN(CC2)CC2CCN(CC2)C(=O)OC(C)(C)C tert-butyl 4-((4-(4-amino-3-(4-phenoxyphenyl)-1H-pyrazolo[3,4-d]pyrimidin-1-yl)piperidin-1-yl)methyl)piperidine-1-carboxylate